C1(CCCCCC1)NCCN N-cycloheptyl-1,2-ethylenediamine